5-Methoxy-3,3-dimethyl-2,3-dihydro-pyrrolo[2,3-c]pyridin COC=1C=C2C(=CN1)NCC2(C)C